Cl.Cl.N[C@H](C(=O)OCC1=CC(=NC(=C1)Cl)Cl)CC1=CC(=NC=C1)NC (2,6-Dichloropyridin-4-yl)methyl (S)-2-amino-3-(2-(methylamino)pyridin-4-yl)propanoate dihydrochloride